FC1(CN(CCC12COC1=C3CN(C(C3=CC=C12)=O)[C@@H]1C(NC(CC1)=O)=O)C([2H])([2H])C1=CC(=CC=C1)C=1C=NN(C1)C([2H])([2H])[2H])F (3S)-3-(3',3'-difluoro-1'-((3-(1-(methyl-d3)-1H-pyrazol-4-yl)phenyl)methyl-d2)-6-oxo-6,8-dihydro-2H,7H-spiro[furo[2,3-e]isoindole-3,4'-piperidin]-7-yl)piperidine-2,6-dione